6-chloro-N-(4,5-dichloro-2-fluoro-phenyl)pyrido[3,2-d]pyrimidin-4-amine ClC=1C=CC=2N=CN=C(C2N1)NC1=C(C=C(C(=C1)Cl)Cl)F